((3-(difluoromethyl)-1-methyl-1H-pyrazol-5-yl)oxy)-1-phenylethan-1-one FC(C1=NN(C(=C1)OCC(=O)C1=CC=CC=C1)C)F